BrC=1C=C(NC1C(NCC1=CC=C(C=C1)Cl)=O)C(=O)OC methyl 4-bromo-5-((4-chlorobenzyl)carbamoyl)-1H-pyrrole-2-carboxylate